S([O-])(O)(=O)=O.C[NH+](C)CC1=CC=CC=C1 N,N-dimethylbenzylammonium bisulfate